(S)-2-(1-isopropyl-7-methyl-4-oxo-1,4-dihydro-5H-pyrazolo[3,4-d]pyridazin-5-yl)-N-(1-(4-(trifluoromethyl)phenyl)ethyl)acetamide 2,2-difluorospiro[3.5]non-6-en-7-yl-triflate FC1(CC2(C1)CC=C(CC2)OS(=O)(=O)C(F)(F)F)F.C(C)(C)N2N=CC1=C2C(=NN(C1=O)CC(=O)N[C@@H](C)C1=CC=C(C=C1)C(F)(F)F)C